(S)-2-amino-3-((S)-2-oxopyrrolidin-3-yl)propanoic acid N[C@H](C(=O)O)C[C@H]1C(NCC1)=O